CN[C@@H](CCONC(=N)N)C(=O)O methyl-canavanine